Cl.COC1=C2CN(C(C2=CC(=C1)N1CCNCC1)=O)C1C(NC(CC1)=O)=O 3-(4-methoxy-1-oxo-6-(piperazin-1-yl)isoindolin-2-yl)piperidine-2,6-dione hydrochloride